3-((3-((4-(((tert-butoxycarbonyl)-amino)-methyl)-phenyl)-amino)-3-oxopropyl)-amino)-propanoate C(C)(C)(C)OC(=O)NCC1=CC=C(C=C1)NC(CCNCCC(=O)[O-])=O